C(C=C)(=O)OCCCCCCOC(C=C)=O 1,2-bis(acryloxyethyl)ethane